FC=1C=CC=C2C=C(C=C(C12)B1OC(C(O1)(C)C)(C)C)OCOC 2-[8-fluoro-3-(methoxymethoxy)-1-naphthyl]-4,4,5,5-tetramethyl-1,3,2-dioxaborolane